(1R,2R,3S)-N-{3-fluoro-4-[(6-(methyloxy)-7-{[3-(4-methylpiperazin-1-yl)propyl]oxy}quinolin-4-yl)oxy]phenyl}-N'-(4-fluorophenyl)-2,3-dimethylcyclopropane-1,1-dicarboxamide FC=1C=C(C=CC1OC1=CC=NC2=CC(=C(C=C12)OC)OCCCN1CCN(CC1)C)NC(=O)C1([C@@H]([C@@H]1C)C)C(=O)NC1=CC=C(C=C1)F